ClC=1C=NC(=NC1)N1CCC(CC1)CCCOC1=CC(=C(C=C1)CC(=O)N1CC2(CN(C2)C[C@@H]([C@H]([C@@H]([C@@H](CO)O)O)O)O)CC1)F 2-(4-(3-(1-(5-chloropyrimidin-2-yl)piperidin-4-yl)propoxy)-2-fluorophenyl)-1-(2-((2S,3R,4R,5R)-2,3,4,5,6-pentahydroxyhexyl)-2,6-diazaspiro[3.4]octan-6-yl)ethan-1-one